(R)-1-(6-(3-(5-(5-cyclopropylpyridin-3-yl)-1,3,4-oxadiazol-2-yl)oxetan-3-yl)pyridin-3-yl)piperidin-3-amine C1(CC1)C=1C=C(C=NC1)C1=NN=C(O1)C1(COC1)C1=CC=C(C=N1)N1C[C@@H](CCC1)N